(rac)-2-bromo-6,7-dihydrospiro[pyrazolo[5,1-c][1,4]oxazine-4,3'-pyrrolidine]-hydrochloride salt Cl.BrC1=NN2C(=C1)[C@@]1(CNCC1)OCC2 |r|